C(C)(C)[C@H]1N(CC2=CC=CC=C2C1)C(=O)C=1C=C2CN(C(C2=CC1)=O)C1C(NC(CC1)=O)=O 3-(5-((S)-3-isopropyl-1,2,3,4-tetrahydroisoquinoline-2-carbonyl)-1-oxoisoindolin-2-yl)piperidine-2,6-dione